4-(4-(3-acrylamidoazepan-1-yl)-2-(((2S,4R)-4-fluoro-1,2-dimethylpyrrolidin-2-yl)methoxy)-6,7-dihydro-[1,4]dioxino[2,3-d]pyrimidin-7-yl)-5-ethynyl-6-fluoronaphthalen-2-yl isobutyrate C(C(C)C)(=O)OC1=CC2=CC=C(C(=C2C(=C1)C1COC2=C(N=C(N=C2N2CC(CCCC2)NC(C=C)=O)OC[C@]2(N(C[C@@H](C2)F)C)C)O1)C#C)F